2-(2,6-dioxopiperidin-3-yl)-4-iodoisoindolin-1,3-dione O=C1NC(CCC1N1C(C2=CC=CC(=C2C1=O)I)=O)=O